6-(azetidin-3-yl)-4-(2-methoxyphenyl)-N-(6-(pyridin-4-yl)thiazolo[4,5-b]pyrazin-2-yl)nicotinamide N1CC(C1)C1=NC=C(C(=O)NC=2SC=3C(=NC=C(N3)C3=CC=NC=C3)N2)C(=C1)C1=C(C=CC=C1)OC